FC=1C=C(C=NC1OC)CN1C2CN(CC1C2)C2=CC=C(C=N2)C=2C=1N(C=C(C2)C#CC2(CCOCC2)O)N=CC1C#N 4-(6-(6-((5-Fluoro-6-methoxypyridin-3-yl)methyl)-3,6-diazabicyclo[3.1.1]heptan-3-yl)pyridin-3-yl)-6-((4-hydroxytetrahydro-2H-pyran-4-yl)ethynyl)pyrazolo[1,5-a]pyridine-3-carbonitrile